(1S,2R)-2-(((2-(4'-Fluoro-2'-(1,3,4-oxadiazol-2-yl)-[1,1'-biphenyl]-3-yl)-7-(trifluoromethyl)benzo[d]oxazol-5-yl)methyl)amino)cyclopentan-1-ol FC1=CC(=C(C=C1)C1=CC(=CC=C1)C=1OC2=C(N1)C=C(C=C2C(F)(F)F)CN[C@H]2[C@H](CCC2)O)C=2OC=NN2